C(N)(=O)C=1C=C(C=CC1F)NC(=O)[C@H]1O[C@](C[C@@H]1C1=C(C(=C(C=C1)F)F)OC)(C(F)(F)F)C (2S,3R,5R)-N-(3-carbamoyl-4-fluoro-phenyl)-3-(3,4-difluoro-2-methoxy-phenyl)-5-methyl-5-(trifluoromethyl)tetrahydrofuran-2-carboxamide